CC=1C=C(C=CC1OC1=CC=2N(C=C1)N=CN2)NC=2C1=C(N=CN2)C=CC(=N1)N1CC2N(C(C1)C2)C(C#CC)=O 1-(3-{4-[(3-methyl-4-{[1,2,4]triazolo[1,5-a]pyridin-7-yloxy}phenyl)amino]pyrido[3,2-d]pyrimidin-6-yl}-3,6-diazabicyclo[3.1.1]heptan-6-yl)but-2-yn-1-one